(E)-2-morpholino-4-oxo-chromene-6-sulfonyl fluoride O1CCN(CC1)C=1OC2=CC=C(C=C2C(C1)=O)S(=O)(=O)F